ClOC(C1=C(N=C(C(=C1Cl)Cl)Cl)Cl)=O pentachloronicotinic acid